tert-Butyl 6-((5,6-bis(trifluoromethyl)pyridin-2-yl)oxy)-2-azaspiro[3.3]heptane-2-carboxylate FC(C=1C=CC(=NC1C(F)(F)F)OC1CC2(CN(C2)C(=O)OC(C)(C)C)C1)(F)F